Ethyl 5-amino-3-methyl-2-[6-(trifluoromethyl) pyridin-3-yl]benzoate NC=1C=C(C(=C(C(=O)OCC)C1)C=1C=NC(=CC1)C(F)(F)F)C